CC1=C(C=CC=C1)CCOC1=CC=C2C=CN(C2=C1)CCO 2-(6-(2-methylphenylethoxy)-1H-indol-1-yl)ethan-1-ol